tert-butyl-4-(4-(2,6-dioxopiperidin-3-yl)-2-fluorophenyl)piperidine C(C)(C)(C)N1CCC(CC1)C1=C(C=C(C=C1)C1C(NC(CC1)=O)=O)F